2,3-dichloro-N-(5-(2-(((1r,4r)-4-(dimethylamino)cyclohexyl)amino)-8-ethylquinazolin-6-yl)-6-methylpyridin-2-yl)benzenesulfonamide ClC1=C(C=CC=C1Cl)S(=O)(=O)NC1=NC(=C(C=C1)C=1C=C2C=NC(=NC2=C(C1)CC)NC1CCC(CC1)N(C)C)C